5-Phenylamino-pyridine-2-carboxylic acid {2-[4-(2-chloro-phenylamino)-piperidin-1-yl]-2-oxoethyl}-amide ClC1=C(C=CC=C1)NC1CCN(CC1)C(CNC(=O)C1=NC=C(C=C1)NC1=CC=CC=C1)=O